NC1=C(C=CC(=C1F)C(CC(F)(F)F)C(NCC(C)(F)F)=O)NC(=O)[C@H](C(C1CC1)C1CC1)NC(OCC1=CC=CC=C1)=O Benzyl N-[(1S)-1-({2-amino-4-[1-(2,2-difluoropropylcarbamoyl)-3,3,3-trifluoropropyl]-3-fluorophenyl}carbamoyl)-2,2-dicyclopropylethyl]carbamate